Trimethyl-ethyl-ammonium hydroxide [OH-].C[N+](CC)(C)C